oxazolo[5,4-b]pyridin N1=COC2=NC=CC=C21